F[C@H]1CN(CC[C@H]1NC1=CC=CC2=C1SC(=C2CC(F)(F)F)C#CCNC2=C(C=C(C=C2)S(=O)(=O)C)P(C)(C)=O)C (2-((3-(7-(((3S,4R)-3-fluoro-1-methylpiperidin-4-yl)amino)-3-(2,2,2-trifluoroethyl)benzo[b]thiophen-2-yl)prop-2-yn-1-yl)amino)-5-(methylsulfonyl)phenyl)dimethylphosphine oxide